(e)-4-methoxy-N-(4-(2-methylbut-2-enamido)butyl)benzamide COC1=CC=C(C(=O)NCCCCNC(\C(=C\C)\C)=O)C=C1